N-(5-bromo-4-fluoro-2-((3S,5R)-3,4,5-trimethylpiperazin-1-yl)phenyl)-2-(difluoromethyl)-4-fluorobenzamide BrC=1C(=CC(=C(C1)NC(C1=C(C=C(C=C1)F)C(F)F)=O)N1C[C@@H](N([C@@H](C1)C)C)C)F